(E)-1-(4-(2-aminoethoxy)benzyl)-3-((E)-3-(4-nitrophenyl)allylidene)indolin-2-one NCCOC1=CC=C(CN2C(/C(/C3=CC=CC=C23)=C/C=C/C2=CC=C(C=C2)[N+](=O)[O-])=O)C=C1